6-Hydroxy-2-((pyrazolo[1,5-a]pyrimidine-3-carboxamido)methyl)benzofuran-7-carboxylic acid OC1=C(C2=C(C=C(O2)CNC(=O)C=2C=NN3C2N=CC=C3)C=C1)C(=O)O